C(C)(C)C1=NC2=C(N1CN1C(CC(C1)CCC)=O)C=C(C=C2)OC 1-[(2-isopropyl-6-methoxy-1H-benzimidazol-1-yl)methyl]-4-propylpyrrolidin-2-one